NC1=C(C=C(C=C1)OC)NCCNC(=O)C1CCCC1 N-(2-((2-amino-5-methoxyphenyl)amino)ethyl)cyclopentanecarboxamide